N(=C=S)CC(=O)C1=C(C=CC=C1)CC isothiocyanoacetylethylbenzene